(S)-1-(((1r,4S)-4-(5-((1-cyclopropyl-2-oxo-1,2-dihydropyridin-3-yl)carbamoyl)-6-methoxy-2H-indazol-2-yl)cyclohexyl)(methyl)amino)-1-oxopropan-2-yl acetate C(C)(=O)O[C@H](C(=O)N(C)C1CCC(CC1)N1N=C2C=C(C(=CC2=C1)C(NC=1C(N(C=CC1)C1CC1)=O)=O)OC)C